FC1=C(C(=CC=C1)F)[C@H]1CC(=NO1)C=1N=C(SC1)C1CCN(CC1)C(CN1N=C(C=C1C)C(F)(F)F)=O 1-[4-[4-[5R-(2,6-difluorophenyl)-4,5-dihydro-3-isoxazolyl]-2-thiazolyl]-1-piperidinyl]-2-[5-methyl-3-(trifluoro-methyl)-1H-pyrazol-1-yl]ethanone